(2-bromopyridin-4-yl)-5'-(3,5-difluorophenyl)-6',7'-dihydro-3'H,5'H-spiro[piperidine-4,2'-pyrrolo[1,2-a]imidazol]-3'-one BrC1=NC=CC(=C1)C1(CCC=2N1C(C1(N2)CCNCC1)=O)C1=CC(=CC(=C1)F)F